CC(CN1N=CC(=C1)B1OC(C(O1)(C)C)(C)C)=C 1-(2-methylallyl)-4-(4,4,5,5-tetramethyl-1,3,2-dioxaborolan-2-yl)pyrazole